4,6-bis(biphenyl-4-yl)-2-[3-(2-phenyl-3-pyridyl)-5-(9-phenanthryl)phenyl]-1,3,5-triazine C1(=CC=C(C=C1)C1=NC(=NC(=N1)C1=CC=C(C=C1)C1=CC=CC=C1)C1=CC(=CC(=C1)C=1C2=CC=CC=C2C=2C=CC=CC2C1)C=1C(=NC=CC1)C1=CC=CC=C1)C1=CC=CC=C1